(2S,3R)-3-((2-aminopyridin-4-yl)methyl)-N2-(1-methyl-1H-imidazol-2-yl)-N1-((R)-1-phenyl-2-methylpropyl)-N2-methyl-4-oxoazetidine-1,2-dicarboxamide NC1=NC=CC(=C1)C[C@@H]1[C@H](N(C1=O)C(=O)N[C@H](C(C)C)C1=CC=CC=C1)C(=O)N(C)C=1N(C=CN1)C